2,6-dihydroxy-hexanoate OC(C(=O)[O-])CCCCO